Imidazo[1,2-b]Pyridazin-6-yl-methanol N=1C=CN2N=C(C=CC21)CO